ClC1=C(N)C(=CC(=C1)Br)C(F)(F)F 2-chloro-4-bromo-6-trifluoromethyl-aniline